(3R,5S)-1-((2S)-2-(6-(((2-cyanoethoxy)(diisopropylamino)phosphaneyl)oxy)hexanamido)-3,3-dimethylbutanoyl)-5-((4-(4-methylthiazol-5-yl)benzyl)carbamoyl)pyrrolidin-3-yl acetate C(C)(=O)O[C@H]1CN([C@@H](C1)C(NCC1=CC=C(C=C1)C1=C(N=CS1)C)=O)C([C@H](C(C)(C)C)NC(CCCCCOP(N(C(C)C)C(C)C)OCCC#N)=O)=O